4-(2-Amino-2-methylpropanoyl)-N-{1-[4-({4-[(1S)-1-aminoethyl]piperidin-1-yl}methyl)phenyl]-2-oxo-1,2-dihydropyrimidin-4-yl}piperazine-1-carboxamide hydrochloride salt Cl.NC(C(=O)N1CCN(CC1)C(=O)NC1=NC(N(C=C1)C1=CC=C(C=C1)CN1CCC(CC1)[C@H](C)N)=O)(C)C